BrC1=CC(=C2CNC(C2=C1)=O)I 6-bromo-4-iodo-2,3-dihydro-1H-isoindol-1-one